1-(2-(3-Fluoro-5-(trifluoromethyl)benzyl)pyridin-4-yl)-N-methyl-1H-pyrazol-3-carboxamid FC=1C=C(CC2=NC=CC(=C2)N2N=C(C=C2)C(=O)NC)C=C(C1)C(F)(F)F